5-Bromo-4-(trifluoromethyl)-1-((2-(trimethylsilyl)ethoxy)methyl)pyridin-2(1H)-one BrC=1C(=CC(N(C1)COCC[Si](C)(C)C)=O)C(F)(F)F